6-heptenylmethyldimethoxysilane C(CCCCC=C)[Si](OC)(OC)C